7-Ethyl-1-(5-ethyl-5-hydroxyheptyl)-3-methyl-1H-purine-2,6(3H,7H)-dione C(C)N1C=NC=2N(C(N(C(C12)=O)CCCCC(CC)(O)CC)=O)C